O=C1C=CC=NN1CC1=CC(=CC=C1)C1=NC=C(C=N1)OCC1CCNCC1 6-oxo-1-(3-(5-(piperidin-4-ylmethoxy)pyrimidin-2-yl)benzyl)-1,6-dihydropyridazine